BrC1=C(NC(=C1)C(=O)NCC)C(=O)NC 3-bromo-N5-ethyl-N2-methyl-1H-pyrrole-2,5-dicarboxamide